2-[3-(4-fluorophenyl)propanoylamino]-4-[2-methoxyethyl-[[1-[2-(5,6,7,8-tetrahydro-1,8-naphthyridin-2-yl)ethyl]cyclopropyl]methyl]amino]butanoic acid FC1=CC=C(C=C1)CCC(=O)NC(C(=O)O)CCN(CC1(CC1)CCC1=NC=2NCCCC2C=C1)CCOC